The molecule is a quaternary ammonium ion that is the the conjugate acid of carnitine. It has a role as a human metabolite and a mouse metabolite. It derives from a gamma-amino-beta-hydroxybutyric acid. It is a conjugate acid of a carnitine. C[N+](C)(C)CC(CC(=O)O)O